methyl (1-(tert-butoxy)-3-oxopropan-2-yl)carbamate C(C)(C)(C)OCC(C=O)NC(OC)=O